FC1(OC(OC1=O)(C(=O)F)C(F)(F)F)C(F)(F)F 4-fluoro-5-oxo-2,4-bis(trifluoromethyl)-1,3-dioxolane-2-carbonyl fluoride